(2R,6S)-2-bromo-2',6'-dimethyl-spiro[4,5-dihydrothieno[2,3-c]pyran-7,4'-piperidine] BrC1=CC2=C(S1)C1(CC(NC(C1)C)C)OCC2